CC(CS(=O)(=O)O)(C)NC(CC)=O 2-methyl-2-propionylaminopropanesulfonic acid